COC1=CC=C(/C=C/C2=NS(OC3=C2C=CC=C3)(=O)=O)C=C1 (E)-4-(4-methoxystyryl)benzoxathiazine 2,2-dioxide